3-({2-[(piperidin-3-yl)amino]-5-(trifluoromethyl)pyrimidin-4-yl}oxy)benzene-1-sulfonamide N1CC(CCC1)NC1=NC=C(C(=N1)OC=1C=C(C=CC1)S(=O)(=O)N)C(F)(F)F